FC1(CN(CC1)C1=NC(=CC(=C1)N1CCC=2C=C(N=CC2C1)C(=O)O)F)F 7-(2-(3,3-difluoropyrrolidin-1-yl)-6-fluoropyridin-4-yl)-5,6,7,8-tetrahydro-2,7-naphthyridine-3-carboxylic acid